C(C=C)OC(=O)C(CN1OC[C@H]2[C@@H]1C(CN2C(=O)OC(C)(C)C)(F)F)CC (cis)-tert-butyl 1-(2-((allyloxy) carbonyl) butyl)-6,6-difluorotetrahydro-1H-pyrrolo[3,2-c]isoxazole-4(5H)-carboxylate